N,N-diethyl-2-methoxybenzamide CCN(CC)C(=O)C1=CC=CC=C1OC